C(#N)C1=CC2=C(CN(C[C@H]2C2=C(C=CC=C2)C=2C(=NN(C2)CC)C(F)(F)F)C(CP(OCC)(OCC)=O)=O)S1 (S)-diethyl 2-(2-cyano-4-(2-(1-ethyl-3-(trifluoromethyl)-1H-pyrazol-4-yl)phenyl)-4,5-dihydrothieno[2,3-c]pyridin-6(7H)-yl)-2-oxoethylphosphonate